FC(C(=O)O)(F)F.NC12CC3(CC(CC(C1)C3)C2)NC(=O)NCC2=CC=CC=C2 1-(3-aminoadamantan-1-yl)-3-benzylurea 2,2,2-trifluoroacetate